C(C)C(C#N)C(CC#N)(Br)Br ethyl-dibromoglutaronitrile